CC1(C2=C(N3[C@H]1CNCC3)N=CC(=C2)C(F)(F)F)C (R)-5,5-dimethyl-3-(trifluoromethyl)-5a,6,8,9-tetrahydropyrido[3',2':4,5]pyrrolo[1,2-a]pyrazin